NC1=NC(=C(C=2C1=NN(N2)CC2=NC(=CC=C2)C)C2=C(N=CO2)C)C=2C=C(C#N)C=CC2 3-(4-amino-7-(4-methyloxazol-5-yl)-2-((6-methylpyridin-2-yl)methyl)-2H-[1,2,3]triazolo[4,5-c]pyridin-6-yl)benzonitrile